(R)-pyrrolidin-2-ylcarbinol N1[C@H](CCC1)CO